4-bromo-5-methyl-2,3-dihydrobenzofuran-7-amine BrC1=C(C=C(C2=C1CCO2)N)C